tert-butyl 2-(4-(7-bromobenzo[d]imidazo[2,1-b]thiazol-2-yl)-2-fluorophenyl)pyrrolidine-1-carboxylate BrC1=CC2=C(N3C(S2)=NC(=C3)C3=CC(=C(C=C3)C3N(CCC3)C(=O)OC(C)(C)C)F)C=C1